2-[1-[(2R)-2-[2-(difluoromethoxy)phenyl]-2-(prop-2-yloxy)ethyl]-5-methyl-6-(1,3-oxazol-2-yl)-2,4-dioxo-1H,2H,3H,4H-thieno[2,3-d]pyrimidin-3-yl]-2-methylpropanamide FC(OC1=C(C=CC=C1)[C@H](CN1C(N(C(C2=C1SC(=C2C)C=2OC=CN2)=O)C(C(=O)N)(C)C)=O)OC(C)C)F